tert-butyl N-[1-[3-(3-fluorophenyl)-1,2,4-oxadiazol-5-yl]cyclohexyl]carbamate FC=1C=C(C=CC1)C1=NOC(=N1)C1(CCCCC1)NC(OC(C)(C)C)=O